ClCNC(=O)CNC(OCC=C)=O prop-2-en-1-yl N-[(chloromethylcarbamoyl)methyl]carbamate